ClC1=C(C=C(C(=C1)Cl)OC)NC1=C(C=NC2=CC(=C(C=C12)OC)OCCCN1CCN(CC1)C(CCCCNC1=C2CN(C(C2=CC=C1)=O)C1C(NC(CC1)=O)=O)=O)C#N 4-((2,4-dichloro-5-methoxyphenyl)amino)-7-(3-(4-(5-((2-(2,6-dioxopiperidin-3-yl)-1-oxoisoindolin-4-yl)amino)pentanoyl)piperazin-1-yl)propoxy)-6-methoxyquinoline-3-carbonitrile